C(C(=C)C)(=O)OCC1CO1 glycidyl methacrylat